3-amino-6-(1-(difluoromethyl)-6-oxo-1,6-dihydropyridin-3-yl)-5-(4-fluorophenyl)-N-(2-methoxybenzyl)pyrazine-2-carboxamide NC=1C(=NC(=C(N1)C1=CC=C(C=C1)F)C1=CN(C(C=C1)=O)C(F)F)C(=O)NCC1=C(C=CC=C1)OC